2-Chloro-N-(3-fluoro-4-(5-isopropyl-2-(2-(oxetan-3-ylamino)pyrimidin-4-yl)phenoxy)phenyl)benzenesulfonamide ClC1=C(C=CC=C1)S(=O)(=O)NC1=CC(=C(C=C1)OC1=C(C=CC(=C1)C(C)C)C1=NC(=NC=C1)NC1COC1)F